2-chloro-N-(1-(4-chlorophenyl)-2-oxocyclohexyl)acetamide ClCC(=O)NC1(C(CCCC1)=O)C1=CC=C(C=C1)Cl